FC1(CC(C1)C1=NC=C(C(=N1)OC1=CC=CC=C1)C(=O)NC(C)C=CS(=O)(=O)C)F 2-(3,3-difluorocyclobutyl)-N-(4-(methylsulfonyl)but-3-en-2-yl)-4-phenoxypyrimidine-5-carboxamide